N-(2-(5-(5-(2-cyclopentylethyl)-1,2,4-oxadiazol-3-yl)-1H-benzo[d]imidazol-1-yl)ethyl)-3-fluorobenzamide C1(CCCC1)CCC1=NC(=NO1)C1=CC2=C(N(C=N2)CCNC(C2=CC(=CC=C2)F)=O)C=C1